COCOC=1C(=NC=C(C1)C)C1=NN=C(C2=CC=CC=C12)N[C@H]1CN(CCC1)C (R)-4-(3-(Methoxymethoxy)-5-methylpyridin-2-yl)-N-(1-methylpiperidin-3-yl)phthalazin-1-amine